NC1=NC2=C(N1CCCCCNC(OC(C)(C)C)=O)C=CC(=C2)CO[Si](C(C)C)(C(C)C)C(C)C tert-butyl (5-(2-amino-5-(((triisopropylsilyl)oxy)methyl)-1H-benzo[d]imidazol-1-yl)pentyl)carbamate